ClC1=C(C=C2C=C(N=CC2=C1)NC(=O)C1C(C1C=1C=NN(C1)C)CC)C1CCN(CC1)C1(COCC1F)C N-(7-chloro-6-(1-(4-fluoro-3-methyltetrahydrofuran-3-yl)piperidin-4-yl)isoquinolin-3-yl)-2-ethyl-3-(1-methyl-1H-pyrazol-4-yl)cyclopropane-1-carboxamide